5-ethynyl-2-(4-(((cis)-3-hydroxy-3-methylcyclobutyl)amino)phthalazin-1-yl)phenol C(#C)C=1C=CC(=C(C1)O)C1=NN=C(C2=CC=CC=C12)NC1CC(C1)(C)O